FC=1C=CC(=C2CCC(C12)O)NC1=NC=NC2=CC(=C(C=C12)OC1CC(C1)NC(C=C)=O)OC N-(3-((4-((7-fluoro-1-hydroxy-2,3-dihydro-1H-inden-4-yl)amino)-7-methoxyquinazolin-6-yl)oxy)cyclobutyl)acrylamide